2-bromo-6-methyl-5H,6H,7H-pyrazolo[1,5-a]pyrazin-4-one BrC1=NN2C(C(NC(C2)C)=O)=C1